O.Cl.CC1=CC(=NO1)NC(N)=O N'-(5-methyl-3-isoxazolyl)urea monohydrochloric acid salt monohydrate